C12(C(C1)C(=O)O)CCOC1=CC=CC=C12 spiro[chromane-4,1'-cyclopropane]-2'-carboxylic acid